BrCC1=CC=C(C=C1)C(C)(C)C 1-(bromomethyl)-4-tert-butyl-benzene